1-(4-chloropyridin-3-yl)-2,2-dimethylpropan-1-ol ClC1=C(C=NC=C1)C(C(C)(C)C)O